COC(=O)C1=NC(=CC=C1)CBr methyl-6-bromomethyl-2-pyridinecarboxylate